COC1=C(C=C(C=C1)C=1CCN(CC1)C(=O)OC(C)(C)C)S(NC=1C=NC=2CCNC(C2C1)=O)(=O)=O tert-Butyl 4-(4-methoxy-3-(N-(5-oxo-5,6,7,8-tetrahydro-1,6-naphthyridin-3-yl)sulfamoyl)phenyl)-3,6-dihydropyridine-1(2H)-carboxylate